2-(2-((3R,4R)-3-amino-4-fluoropiperidin-1-yl)-5,6-difluoro-1H-benzo[d]imidazol-1-yl)-1-(4-(pyrazin-2-yl)piperazin-1-yl)ethan-1-one N[C@@H]1CN(CC[C@H]1F)C1=NC2=C(N1CC(=O)N1CCN(CC1)C1=NC=CN=C1)C=C(C(=C2)F)F